1-(4-(7-chloro-4-(2-chlorophenyl)-6-(2-fluoro-6-hydroxy-phenyl)-1-phthalazin-yl)-1-piperazinyl)-2-propen-1-one ClC1=C(C=C2C(=NN=C(C2=C1)N1CCN(CC1)C(C=C)=O)C1=C(C=CC=C1)Cl)C1=C(C=CC=C1O)F